CC1NCCC2(C(CCC2=O)=O)CC1 9-methyl-1,4-dioxo-8-azaspiro[4.6]undecane